7-chloro-3-cyclopentyl-3,4-dihydroacridine-1,9(2H,10H)-dione ClC1=CC=C2NC=3CC(CC(C3C(C2=C1)=O)=O)C1CCCC1